methyl 2-{[4-(tert-butoxycarbonyl) piperazin-1-yl] methyl}-1-(2-methoxyethyl)-1H-benzimidazole-6-carboxylate C(C)(C)(C)OC(=O)N1CCN(CC1)CC1=NC2=C(N1CCOC)C=C(C=C2)C(=O)OC